FC(N1C(OC2=C1C=CC(=C2)[N+](=O)[O-])=O)F 3-(difluoromethyl)-6-nitrobenzo[d]oxazol-2(3H)-one